5-chloro-2-hydroxy-3-((2-methoxyethoxy)methyl)-N-(6-(trifluoromethyl)pyridin-3-yl)benzamide hydrochloride Cl.ClC=1C=C(C(=C(C(=O)NC=2C=NC(=CC2)C(F)(F)F)C1)O)COCCOC